tellurium-bismuth-lead [Pb].[Bi].[Te]